OC[C@H](C1=CC=CC=C1)NC1=CC(=NC=C1C1=NC(=NO1)C(C)(C)O)NC=1C=C2C(N(C(C2=CC1)=O)C)(C)C (S)-5-((4-((2-hydroxy-1-phenylethyl)amino)-5-(3-(2-hydroxypropan-2-yl)-1,2,4-oxadiazol-5-yl)pyridin-2-yl)amino)-2,3,3-trimethylisoindolin-1-one